COCCOCC=1C=C2C=C(NC2=C(C1)N)C1=CC=CC=C1 5-(2-Methoxyethoxymethyl)-2-phenyl-1H-indol-7-amine